1-(tert-butyl)-4-(1-chloro-2-toluenesulfonylethyl)benzene C(C)(C)(C)C1=CC=C(C=C1)C(CS(=O)(=O)CC1=CC=CC=C1)Cl